6-(4-chloro-2-fluorophenyl)-N-[(2S)-1-hydroxypropan-2-yl]-3-oxo-2-(pyridin-3-yl)-2,3-dihydropyridazin-4-carboxamide ClC1=CC(=C(C=C1)C=1C=C(C(N(N1)C=1C=NC=CC1)=O)C(=O)N[C@H](CO)C)F